NC1=C(C(=NN1C(C)C)C1=CC=C(C=C1)C(C(=O)NC1=CC(=NO1)C1(CC1)C)C)C#N 2-[4-(5-Amino-4-cyano-1-isopropylpyrazol-3-yl)phenyl]-N-[3-(1-methylcyclopropyl)-1,2-oxazol-5-yl]propanamide